N1=CC(=CC=C1)B(O)O (pyridin-3-yl)-boronic acid